FC1=CC=C2C=C(NC2=C1F)C(=O)N1[C@@H]([C@H]2C([C@H]2C1)(C)C)C(=O)N[C@H](C=O)C[C@H]1C(NCC1)=O (1R,2S,5S)-3-(6,7-difluoro-1H-indole-2-carbonyl)-6,6-dimethyl-N-((S)-1-oxo-3-((S)-2-oxopyrrolidin-3-yl)propan-2-yl)-3-azabicyclo[3.1.0]hexane-2-carboxamide